Quinoline-8-sulfonic acid {2-[4-(5-hydroxypyridin-2-yl)-piperazin-1-yl]-2-oxo-ethyl}-methylamide OC=1C=CC(=NC1)N1CCN(CC1)C(CN(S(=O)(=O)C=1C=CC=C2C=CC=NC12)C)=O